FC=1C=C(C=CC1)C#CC=1C=C2CCC(C2=CC1)N1C[C@H]2C([C@H]2C1)C(=O)O (1R,5S,6r)-3-(5-((3-fluorophenyl)ethynyl)-2,3-dihydro-1H-inden-1-yl)-3-azabicyclo[3.1.0]hexane-6-carboxylic acid